2-(ethylamino)-4-(2-furyl)-6-[[1-[3-(trifluoromethyl)phenyl]cyclopropyl]amino]pyrimidine-5-carboxylic acid C(C)NC1=NC(=C(C(=N1)C=1OC=CC1)C(=O)O)NC1(CC1)C1=CC(=CC=C1)C(F)(F)F